6-bromo-2,8-dimethyl-7-oxo-7,8-dihydropyrido[2,3-d]pyrimidin-4-yl 2,4,6-triisopropylbenzenesulfonate C(C)(C)C1=C(C(=CC(=C1)C(C)C)C(C)C)S(=O)(=O)OC=1C2=C(N=C(N1)C)N(C(C(=C2)Br)=O)C